CC1=C2C(=C3C=C4C=C(C=CC4=CC3=C1)C)C=CC=C2 5,10-dimethyl-benzo(a)anthracene